8-(1H-pyrazol-3-yl)-5H-pyrrolo[1,2-a]quinoxaline N1N=C(C=C1)C1=CC=C2NC=C3N(C2=C1)CC=C3